COC([C@@H](NC(NC1=C2N=CN(C2=NC=N1)[C@H]1OC[C@H]([C@@H]([C@H]1O)O)O)=O)[C@H](O[Si](C)(C)C(C)(C)C)C)=O O-(tert-butyldimethylsilyl)-N-((9-((2S,3R,4S,5R)-3,4,5-trihydroxytetrahydro-2H-pyran-2-yl)-9H-purin-6-yl)carbamoyl)-L-threonine methyl ester